ClC1=CC(=C(C=N1)C1=NC=C(C=C1)C(C(F)(F)F)(C)O)NCC(CO)(C)C 3-((6'-Chloro-5-(1,1,1-trifluoro-2-hydroxypropan-2-yl)-[2,3'-bipyridin]-4'-yl)amino)-2,2-dimethylpropan-1-ol